dimethoxyethoxyethanol ethoxide [O-]CC.COC(COC(C)O)OC